CC1(OB(OC1(C)C)C=1C=C(C=CC1)N1CCOCC1)C 4-(3-(4,4,5,5-tetramethyl-1,3,2-dioxaborolan-2-yl)phenyl)morpholine